[4-[(1E,6E)-7-[4-[(3R)-3-butanoyloxybutanoyl]oxy-3-methoxy-phenyl]-3,5-dioxo-hepta-1,6-dienyl]-2-methoxy-phenyl] (3R)-3-butanoyloxybutanoate C(CCC)(=O)O[C@@H](CC(=O)OC1=C(C=C(C=C1)\C=C\C(CC(\C=C\C1=CC(=C(C=C1)OC(C[C@@H](C)OC(CCC)=O)=O)OC)=O)=O)OC)C